4,4-difluoro-1-(6-methyl-5-(trifluoromethyl)pyridin-2-yl)azepane FC1(CCN(CCC1)C1=NC(=C(C=C1)C(F)(F)F)C)F